OCCC1C(CCCC1)CCO 1,2-bis(hydroxyethyl)cyclohexane